N-(4-fluorophenyl)-N-(4-(imidazo[1,2-a]pyridin-8-yloxy)-2-methylphenyl)cyclopropane-1,1-dicarboxamide FC1=CC=C(C=C1)N(C(=O)C1(CC1)C(=O)N)C1=C(C=C(C=C1)OC=1C=2N(C=CC1)C=CN2)C